3-(4-chloro-2-phenyloxazol-5-yl)-indole ClC=1N=C(OC1C1=CNC2=CC=CC=C12)C1=CC=CC=C1